5-(2-(tert-Butyl)-5-(4-fluorophenyl)-1H-imidazol-4-yl)-3-neopentyl-3H-imidazo[4,5-b]pyridin-2-amin C(C)(C)(C)C=1NC(=C(N1)C1=CC=C2C(=N1)N(C(=N2)N)CC(C)(C)C)C2=CC=C(C=C2)F